[F-].[Cl-].[U+2] uranium chloride-fluoride salt